potassium 2-[(1R,6R)-6-isopropenyl-3-methylcyclohex-2-en-1-yl]-3-hydroxy-5-pentylphenolate salt C(=C)(C)[C@@H]1CCC(=C[C@H]1C1=C(C=C(C=C1O)CCCCC)[O-])C.[K+]